(S)-2-amino-3-(7-(1-methyl-1H-pyrazol-3-yl)-1H-indol-3-yl)propanoic acid N[C@H](C(=O)O)CC1=CNC2=C(C=CC=C12)C1=NN(C=C1)C